BrC=1C=C(C=C2C(=C(C(=NC12)O)CC)C(=O)O)C 8-bromo-3-ethyl-2-hydroxy-6-methyl-quinoline-4-carboxylic acid